3-fluoro-7-(((1-methylcyclobutyl)amino)methyl)-1H-pyrrolo[3,2-b]pyridine-5-carbonitrile FC1=CNC=2C1=NC(=CC2CNC2(CCC2)C)C#N